N,N-dimethyl-3-(4-(2-(trifluoromethyl)phenyl)piperidine-1-carbonyl)-4,6-dihydropyrrolo[3,4-c]pyrazole-5(1H)-carboxamide CN(C(=O)N1CC=2NN=C(C2C1)C(=O)N1CCC(CC1)C1=C(C=CC=C1)C(F)(F)F)C